(1-methyl-1H-pyrazol-4-yl)Ammonium chloride [Cl-].CN1N=CC(=C1)[NH3+]